tert-butyl (3S,4S)-3-(4-(ethylamino)-2-fluoro-5-nitrobenzamido)-4-fluoropiperidine-1-carboxylate C(C)NC1=CC(=C(C(=O)N[C@H]2CN(CC[C@@H]2F)C(=O)OC(C)(C)C)C=C1[N+](=O)[O-])F